ClC1=C(C=CC=C1)[C@H]1[C@@](OC1)(C1=C(C=C(C=C1)F)F)CN1N=CNC1=S |o1:7,8| 2-{[rel-(2R,3R)-3-(2-chlorophenyl)-2-(2,4-difluoro-phenyl)oxetan-2-yl]methyl}-2,4-dihydro-3H-1,2,4-triazole-3-thione